ClC1=CC(=C(C(=N1)NC)C#N)C 6-chloro-4-methyl-2-(methylamino)pyridine-3-carbonitrile